FC1=CC=C(C(=O)N2[C@@H](C=3N(CC2)C(=NC3N3C(C(CCC3)C)=O)C3=NC(=NS3)C)C)C=C1 1-((R)-7-(4-fluorobenzoyl)-8-methyl-3-(3-methyl-1,2,4-thiadiazol-5-yl)-5,6,7,8-Tetrahydroimidazo[1,5-a]pyrazin-1-yl)-3-methylpiperidin-2-one